ClC=1C(NN=CC1N1C[C@@H](CC1)OC1=NC=CC(=C1)C1=C(C=C(C=C1)C(F)(F)F)Cl)=O (R)-4-chloro-5-(3-((4-(2-chloro-4-(trifluoromethyl)phenyl)pyridin-2-yl)oxy)pyrrolidin-1-yl)pyridazin-3(2H)-one